3-(Benzyloxy)-1-(2,6-dichloropyridin-4-yl)cyclobutane-1-carbonitrile C(C1=CC=CC=C1)OC1CC(C1)(C#N)C1=CC(=NC(=C1)Cl)Cl